CN(C)CCN N,N-Dimethyl-1,2-diaminoethane